N-acetyl-coenzyme A C(C)(=O)NC=1C=2N=CN([C@H]3[C@H](O)[C@H](OP(=O)(O)O)[C@@H](COP(=O)(O)OP(=O)(O)OCC(C)(C)[C@@H](O)C(=O)NCCC(=O)NCCS)O3)C2N=CN1